NC=1C2=C(N=CN1)N(C=C2C=2C(=C(C=CC2)NS(=O)(=O)C2=C(C=C(C=C2)Br)F)F)C2CCN(CC2)C N-{3-[4-amino-7-(1-methyl-piperidin-4-yl)-7H-pyrrolo[2,3-d]pyrimidin-5-yl]-2-fluoro-phenyl}-4-bromo-2-fluoro-benzenesulfonamide